2-[[4-[[7-morpholino-3-(2H-tetrazol-5-yl)-1,6-naphthyridin-5-yl]oxy]cyclohexyl]amino]pyrimidine-5-carbonitrile O1CCN(CC1)C1=NC(=C2C=C(C=NC2=C1)C=1N=NNN1)OC1CCC(CC1)NC1=NC=C(C=N1)C#N